(5-chloro-1-methyl-1H-indol-2-yl)(4-(5-(3-chloropyridin-2-yl)-1,3,4-oxadiazol-2-carbonyl)piperidin-1-yl)methanone ClC=1C=C2C=C(N(C2=CC1)C)C(=O)N1CCC(CC1)C(=O)C=1OC(=NN1)C1=NC=CC=C1Cl